tert-Butyl (S)-3-(1-(4-methoxyphenyl)-2-oxo-1,2-dihydro-3H-imidazo[4,5-b]pyridin-3-yl)pyrrolidine-1-carboxylate COC1=CC=C(C=C1)N1C(N(C2=NC=CC=C21)[C@@H]2CN(CC2)C(=O)OC(C)(C)C)=O